C(C1=CC=CC=C1)C1(C(C(N1CC1=CC=C(C=C1)OC)=O)C)C(=O)OC 4-Benzyl-4-methoxycarbonyl-1-p-methoxybenzyl-3-methyl-2-oxoazetidine